C1(=CC=CC=C1)OP(=O)(OC1=CC=CC=C1)C1=CC=CC2=CC=CC(=C12)P(=O)(OC1=CC=CC=C1)OC1=CC=CC=C1 1,8-bis(diphenylphosphono)naphthalene